C1(CC1)N(C(=O)[C@H]1N(CCC1)C(=O)OCC1=CC=CC=C1)C1=CC=C(C=C1)F benzyl (2S)-2-[cyclopropyl(4-fluorophenyl)carbamoyl]pyrrolidine-1-carboxylate